[Na].C([C@@H](O)C)(=O)O L(+)-LACTIC ACID SODIUM